FC=1C=C(CN(S(=O)(=O)N)C)C=CC1N1N=NC2=C1C=CC(=C2)OC N-(3-fluoro-4-(5-methoxy-1H-benzo[d][1,2,3]triazol-1-yl)benzyl)-N-methylsulfamide